C1=C(C=CC2=CC=CC=C12)CC1=C(C(N(C1=O)C1=CC=C(C=C1)[N+](=O)[O-])=O)CC(=O)OCC Ethyl 2-(4-(naphthalen-2-ylmethyl)-1-(4-nitrophenyl)-2,5-dioxo-2,5-dihydro-1H-pyrrol-3-yl)acetate